Cl.FC(C=1C=C(C=CC1)[C@@H](C)N)(F)F |r| (±)-1-(3-(trifluoromethyl)phenyl)ethan-1-amine hydrochloride